COCCNC(=O)C1C(N(C(C2=CC=CC=C12)=O)CC1=CC=C(C=C1)Cl)C1=CNC2=CC=C(C=C12)Cl 2-(4-chloro-benzyl)-3-(5-chloro-1H-indol-3-yl)-1-oxo-1,2,3,4-tetrahydro-isoquinoline-4-carboxylic acid (2-methoxy-ethyl)-amide